ClC1=C(C(=O)OC=2C=3N(C(=CC2)CC(=O)O)N=CN3)C=CC(=C1)NC(=N)N 2-(8-(2-chloro-4-guanidinobenzoyloxy)-[1,2,4]triazolo[1,5-a]pyridin-5-yl)acetic acid